FC1=C(N=C(NC1=O)C1=CC(=NC=C1)F)C1CCOCC1 5-fluoro-2-(2-fluoro-4-pyridinyl)-4-tetrahydropyran-4-yl-1H-pyrimidin-6-one